6-((1-oxoisoindolin-2-yl)methyl)benzo[d]oxazol-2(3H)-one O=C1N(CC2=CC=CC=C12)CC1=CC2=C(NC(O2)=O)C=C1